C(C)(C)(C)C1NCCC12CNCCC2 tert-butyl-2,7-diazaspiro[4.5]decane